C(C)(C)(C)OC(=O)NC(=N)NC12C(OC3=C1C=CC(=C3)C(C)C)(C3=CC=CC=C3C2=O)O N-tertbutoxycarbonyl-[N3-(4b-hydroxy-7-isopropyl-10-oxo-4b,10-dihydro-9bH-indeno[1,2-b]benzofuran-9b-yl)]guanidine